NCC1=NC=CC(=C1)C=1N=C(SC1)NC1=NC(=C(C=C1)Cl)O[C@H]1COCC1 (R)-4-(2-(aminomethyl)pyridin-4-yl)-N-(5-chloro-6-((tetrahydrofuran-3-yl)oxy)pyridin-2-yl)thiazol-2-amine